CC(C)(CCCC)C 2,2-Dimethylhexan